2,6-Difluoro-3-(6-(3-(hydroxymethyl)morpholino)-1-methyl-1H-pyrazolo[3,4-d]pyrimidin-3-yl)-5-(trifluoromethyl)phenol FC1=C(C(=C(C=C1C1=NN(C2=NC(=NC=C21)N2C(COCC2)CO)C)C(F)(F)F)F)O